C(C1=CC=CC=C1)C1=CC=2C(=C3C(=NC2)NC=C3)N1C1CCCCC1 2-benzyl-1-cyclohexyl-1,6-dihydrodipyrrolo[2,3-b:2',3'-d]pyridine